Di-tert-Butoxycarbonyl-pyrimidin-4-amine C(C)(C)(C)OC(=O)C=1C(=NC(=NC1)C(=O)OC(C)(C)C)N